pyridin-2-formaldehyde N1=C(C=CC=C1)C=O